2-(4-bromo-2-methyl-pyrazol-3-yl)-6-(cyclopropoxy)-3-fluoro-4-methyl-benzonitrile BrC1=C(N(N=C1)C)C1=C(C#N)C(=CC(=C1F)C)OC1CC1